tert-butyl 4-[(1-fluorocyclopropyl)methyl]-2-oxo-1,2lambda4,3-oxathiazolidine-3-carboxylate FC1(CC1)CC1N(S(OC1)=O)C(=O)OC(C)(C)C